ethyl 3-oxovalerate O=C(CC(=O)OCC)CC